(S)-N-benzyl-N-(2-((tert-butoxycarbonyl)amino)butyl)glycine ethyl ester C(C)OC(CN(C[C@H](CC)NC(=O)OC(C)(C)C)CC1=CC=CC=C1)=O